NC=1C=2N(C=CN1)C(=NC2C2=CC=C(C(=O)NC1=NC=CC=C1)C=C2)[C@H]2N(CCC2)C(C#CC)=O (S)-4-(8-amino-3-(1-(but-2-ynoyl)pyrrolidin-2-yl)imidazo[1,5-a]pyrazin-1-yl)-N-(pyridin-2-yl)benzamide